(3-endo)-8-Methyl-8-azabicyclo[3.2.1]oct-3-yltropate CN1C2CC(CC1CC2)OC(C(CO)C2=CC=CC=C2)=O